C(CC=C)OC=1C=C(C=NC1Cl)C(=O)OC methyl 5-(but-3-en-1-yloxy)-6-chloropyridine-3-carboxylate